N1C=NC(=C1)C=CC1=C(C=O)C=CC=C1 2-[2-(1H-IMIDAZOL-4-YL)-VINYL]BENZALDEHYDE